CC1=NC=CC(=C1)NC(OC[C@@H]1OC=2C=CC3=C(C=C(O3)C3=C4N=CC(=NC4=CC(=C3)C)OC)C2OC1)=O (R)-(8-(2-methoxy-7-methylquinoxalin-5-yl)-2,3-dihydro-[1,4]dioxino[2,3-e]benzofuran-3-yl)methyl (2-methylpyridin-4-yl)carbamate